(R)-N-((6-bromopyridin-2-yl)methylene)-2-methylpropan-2-sulfinamide BrC1=CC=CC(=N1)C=N[S@](=O)C(C)(C)C